methyl (5-(furan-2-ylthio)-1H-benzo[d]imidazol-2-yl)carbamate O1C(=CC=C1)SC1=CC2=C(NC(=N2)NC(OC)=O)C=C1